(R)-3-methylpyrrolidin-3-yl ((R)-1-(3-(2-cyclopropoxypyridin-3-yl)pyrazolo[1,5-a]pyrimidin-5-yl)pyrrolidin-3-yl)carbamate C1(CC1)OC1=NC=CC=C1C=1C=NN2C1N=C(C=C2)N2C[C@@H](CC2)NC(O[C@]2(CNCC2)C)=O